BrC1=C(C(=C(C=C1)C(C)=O)C)F 1-(4-bromo-3-fluoro-2-methylphenyl)ethan-1-one